FC1=C(C=C(C=C1)NC(=O)C=1N(C=C2C1OC[C@@H]1[C@H](NS2(=O)=O)CN(C1)C=1C=NC=CC1)C)C cis-N-(4-fluoro-3-methylphenyl)-7-methyl-2-(pyridin-3-yl)-2,3,3a,4,10,10a-hexahydro-1H,7H-dipyrrolo[3,4-b:3',4'-f][1,4,5]oxathiazocine-8-carboxamide 5,5-dioxide